1-(4-pyridyl)-3-(2-quinolyl)-2-propen-1-one N1=CC=C(C=C1)C(C=CC1=NC2=CC=CC=C2C=C1)=O